[O-]P([O-])(=O)OP(=O)([O-])OP(=O)(O)O.[Ca+2].[Na+] sodium calcium triphosphate